C(C)(C)(C)OC(NCC1=NN(C2=CC=CC(=C12)C#N)C1=CC=C(C=C1)OC(F)(F)F)=O ((4-cyano-1-(4-(trifluoromethoxy)phenyl)-1H-indazol-3-yl)methyl)carbamic acid tert-butyl ester